ClC1=CC=C(C=C1)N(C(=O)C=1NC(=CN1)C1=CC=C(C=C1)C)C N-(4-chlorophenyl)-N-methyl-5-(p-tolyl)-1H-imidazole-2-carboxamide